CN(C(=O)C1CCC(CC1)C(=O)O)CC1=CC=C2C(=CC(OC2=C1)=O)C1=C(C=CC=C1)C (1S,4S)-4-(methyl((2-oxo-4-(o-tolyl)-2H-chromen-7-yl)methyl)carbamoyl)cyclohexane-1-carboxylic acid